Trifluoro-methyl-2'-deoxyuridine F[C@@]1(C([C@@](O[C@@H]1CO)(N1C(=O)NC(=O)C=C1)C)(F)F)O